N1(N=NN=C1)C1CCC(CC1)OC1=C2C=CC=NC2=CC(=N1)N1CCOCC1 (5-(((1s,4s)-4-(1H-tetrazol-1-yl)cyclohexyl)oxy)-1,6-naphthyridin-7-yl)morpholine